C(C)(C)(C)OC(=O)N[C@@H](CCCCNC(=O)OC(C)(C)C)C(=O)NCCCC[C@H](NC(CCC1=CC=C(C=C1)C1=CC=C(C=C1)CCCCNC(=N)NC(=O)C1=NC(=C(N=C1N)N)Cl)=O)C(=O)OC methyl N6-(N2,N6-bis(tert-butoxycarbonyl)-L-lysyl)-N2-(3-(4'-(4-(3-(3,5-diamino-6-chloropyrazine-2-carbonyl)guanidino)butyl)-[1,1'-biphenyl]-4-yl)propanoyl)-L-lysinate